N1=CC=C(C=C1)C=1C(=C2N(CCNC2=O)C1)NC=1C=CC=C2C=CC=NC12 7-(pyridin-4-yl)-8-(quinolin-8-ylamino)-3,4-dihydropyrrolo[1,2-a]pyrazin-1(2H)-one